ClC1=CC=C(C=C1)CC(C(=O)N[C@@H]1[C@H](CNCC1)C)(C)C 3-(4-chlorophenyl)-2,2-dimethyl-N-((3S,4S)-3-methylpiperidin-4-yl)propanamide